(1aS,7bR)-5-[(1-{(2S)-2-amino-3-[(2-aminoethyl)amino]-2-methyl-3-oxopropyl}azetidin-3-yl)oxy]-2-hydroxy-1,1a,2,7b-tetrahydrocyclopropa[c][1,2]benzoxaborinine-4-carboxylic acid N[C@@](CN1CC(C1)OC1=C(C2=C([C@H]3[C@@H](B(O2)O)C3)C=C1)C(=O)O)(C(=O)NCCN)C